N-{[(2R)-2-hydroxy-3-piperidin-1-yl-propyl]oxy}pyridine O[C@@H](CON1CC=CC=C1)CN1CCCCC1